FC1=C2C(=NC(=N1)N)N(N=C2C)C(C)C 4-fluoro-1-isopropyl-3-methyl-1H-pyrazolo[3,4-d]pyrimidin-6-amine